OC=1C(=NC(=CC1)C)C=O 3-HYDROXY-6-METHYLPYRIDINE-2-CARBOXALDEHYDE